C(C)OC(=O)C=1C(C=C2N(C(CC3=CC(=C(C=C23)OC)C=2C=NC(=NC2)N2CCN(CC2)CC)C(C)(C)C)C1)=O 6-tert-butyl-9-[2-(4-ethylpiperazin-1-yl)pyrimidin-5-yl]-10-methoxy-2-oxo-6,7-dihydro-2H-pyrido[2,1-a]Isoquinoline-3-carboxylic acid Ethyl ester